3,4-dihydro-2H,6H-[1,4]thiazepino[2,3,4-ij]quinazolin-6-one S1CCCN2C(N=CC3=CC=CC1=C23)=O